3-methyltetrahydropyran-2,6-dione CC1C(OC(CC1)=O)=O